NCCCCCCCCNC(C[C@@H](C1=CC=C(C=C1)C1=C(N=CS1)C)NC(=O)[C@H]1N(C[C@@H](C1)O)C([C@H](C(C)C)C1=CC(=NO1)C)=O)=O (2S,4R)-N-((S)-3-((8-aminooctyl)amino)-1-(4-(4-methylthiazol-5-yl)phenyl)-3-oxopropyl)-4-hydroxy-1-((R)-3-methyl-2-(3-methylisoxazol-5-yl)butanoyl)pyrrolidine-2-carboxamide